N1C=C(C=2C=NC=CC21)C#N 1H-pyrrolo[3,2-c]pyridine-3-carbonitrile